ClC1=CC=C(C=C1)C1=CC=2C3=C(C=NC2C=C1)N(/C(/N3C3=C(C=CC(=C3)C#N)C)=N\S(=O)(=O)C)C (E)-N-(8-(4-chlorophenyl)-1-(5-cyano-2-methylphenyl)-3-methyl-1,3-dihydro-2H-imidazo[4,5-c]quinolin-2-ylidene)methanesulfonamide